[N].[P].NC=1C(=C(C=CC1)N)N tri-aminobenzene phosphorus nitrogen